[2-hydroxy-3-(3-chloro-10,11-dihydro-5H-dibenzo[b,f]azepin-5-yl)propylamino]but-2-enoate OC(CNC(C(=O)[O-])=CC)CN1C2=C(CCC3=C1C=CC=C3)C=CC(=C2)Cl